di(trimethylsilylmethyl)magnesium C[Si](C)(C)C[Mg]C[Si](C)(C)C